OCCOCCOCCOCCC(=O)OC(C)(C)C Tert-butyl 12-hydroxy-4,7,10-trioxadodecanoate